C1(CC1)CN1C(N(C(C2=CC(=CC=C12)S(=O)(=O)NC1(CC1)C)=O)C1CCNCC1)=O 1-(cyclopropylmethyl)-N-(1-methylcyclopropyl)-2,4-dioxo-3-(4-piperidyl)quinazoline-6-sulfonamide